7-bromo-N,N-bis(4-methoxybenzyl)-5-(trifluoromethyl)pyrrolo[2,1-f][1,2,4]Triazine-4-amine BrC1=CC(=C2C(=NC=NN21)N(CC2=CC=C(C=C2)OC)CC2=CC=C(C=C2)OC)C(F)(F)F